5-formylfuran-2-boronic acid methyl-iminodiacetate COC(CNCC(=O)O)=O.C(=O)C1=CC=C(O1)B(O)O